(3-chloro-6-fluorobenzo[b]thiophen-2-yl)(3-fluorophenyl)methanone ClC=1C2=C(SC1C(=O)C1=CC(=CC=C1)F)C=C(C=C2)F